5-ethyl-1,3,4-thiadiazol C(C)C1=NN=CS1